2-methylglutarate diammonium salt [NH4+].[NH4+].CC(C(=O)[O-])CCC(=O)[O-]